C(C)N1C2=CC=CC=C2C=2C=C(N=CC12)\C=N\NC=1C(N=C2C=CC=CC12)=O 3-(((E)-(9-ethyl-beta-carbolin-3-yl)methylene)hydrazino)indol-2-one